pantoyl-phosphate C([C@H](O)C(C)(C)CO)(=O)OP(=O)([O-])[O-]